ClC1=CC(=C(C=C1)CON1N=C(C=C1)C1CCN(CC1)CC=1N(C2=C(N1)C=CC(=C2)C(=O)OC)C[C@H]2OCC2)F methyl 2-[[4-[1-[(4-chloro-2-fluoro-phenyl)methoxy]pyrazol-3-yl]-1-piperidyl]methyl]-3-[[(2S)-oxetan-2-yl]methyl]benzimidazole-5-carboxylate